C(#N)C=1C=C(C=CC1)C=1OC2=C(C=C(C=C2C(C1C)=O)C)[C@@H](C)NC1=C(C(=O)O)C=C(C=C1)C(F)(F)F 2-[[(1R)-1-[2-(3-Cyanophenyl)-3,6-dimethyl-4-oxo-chromen-8-yl]ethyl]amino]-5-(trifluoromethyl)benzoic acid